C(C)OC(=O)[C@H]1[C@@H](C1)CC(=O)O 2-((1S,2R)-2-(ethoxycarbonyl)cyclopropyl)acetic acid